FC(=C(C)C)NC(=O)C=1C=NN(C1C(F)(F)F)C1=C2C=CN=C(C2=CC=C1)OC N-(1-fluoro-2-methylprop-1-en-1-yl)-1-(1-methoxyisoquinolin-5-yl)-5-(trifluoromethyl)-1H-pyrazole-4-carboxamide